N[C@H]1CN(CCC1)C(=O)C1=CC=2N(C=C1)C(=C(N2)C=2N(C1=CC=CC=C1C2)CC(F)(F)F)C (R)-(3-aminopiperidin-1-yl)(3-methyl-2-(1-(2,2,2-trifluoroethyl)-1H-indol-2-yl)imidazo[1,2-a]pyridin-7-yl)methanone